(3R)-N-[7-methoxy-4-(1-methyl-1H-pyrazol-4-yl)-1H-1,3-benzodiazol-2-yl]-3-(2-methoxyethyl)pyrrolidine-1-carboxamide COC1=CC=C(C2=C1NC(=N2)NC(=O)N2C[C@H](CC2)CCOC)C=2C=NN(C2)C